alpha-tocopherol phosphate CC1=C(C(=C(C2=C1O[C@](CC2)(C)CCC[C@H](C)CCC[C@H](C)CCCC(C)C)C)OP(=O)(O)O)C